O=C(CNC(OC(C)(C)C)=O)NNC(C(F)(F)F)=O tert-butyl N-[2-oxo-2-[2-(2,2,2-trifluoroacetyl)hydrazino]ethyl]carbamate